C[C@@H]1O[C@@H](CN(C1)C1=C(C=C(C=C1)N1C(C(C2=C1N=C(N=C2NCC(F)(F)F)CO)(C)C)=O)F)C 7-(4-((2S,6R)-2,6-dimethylmorpholino)-3-fluorophenyl)-2-(hydroxymethyl)-5,5-dimethyl-4-((2,2,2-trifluoroethyl)amino)-5,7-dihydro-6H-pyrrolo[2,3-d]pyrimidin-6-one